5-bromo-2-[4-(4-piperidylmethoxy)-1-piperidyl]pyrimidine BrC=1C=NC(=NC1)N1CCC(CC1)OCC1CCNCC1